N[C@H](C(=O)N(C)C1=CC=C(C=C1)F)CC(=O)N (S)-2-amino-N1-(4-fluorophenyl)-N1-methylsuccinamide